tert-butyl (3R)-3-[2-tert-butoxy-1-[(3-formylphenyl)methyl]-1-methyl-2-oxo-ethyl]pyrrolidine-1-carboxylate C(C)(C)(C)OC(C(C)(CC1=CC(=CC=C1)C=O)[C@@H]1CN(CC1)C(=O)OC(C)(C)C)=O